FC=1C=C(C=C(C1)F)C[C@@H](C(=O)OCCCCCCCCCCCCCCC)N[P@](=O)(OC1=CC=CC=C1)OC1=C(C(=C(C(=C1F)F)F)F)F Pentadecyl (S)-3-(3,5-difluorophenyl)-2-(((S)-(perfluorophenoxy)(phenoxy)phosphoryl)amino)propanoate